8-isopropoxyimidazo[1,2-a]pyrazine-6-carboxamide C(C)(C)OC=1C=2N(C=C(N1)C(=O)N)C=CN2